CN(C(OC(C)(C)C)=O)CCOCC1CCN(CC1)C1=CC(=C(C=C1)[N+](=O)[O-])NC tert-butyl N-methyl-N-[2-[[1-[3-(methylamino)-4-nitrophenyl]-4-piperidyl] methoxy]ethyl]carbamate